N-(4-((R)-2-(2-fluoropyridin-4-yl)propyl)-6-(((R)-1-hydroxy-4-methylpent-2-yl)amino)-1,3,5-triazin-2-yl)methanesulfonamide FC1=NC=CC(=C1)[C@@H](CC1=NC(=NC(=N1)N[C@@H](CO)CC(C)C)NS(=O)(=O)C)C